IC1(CC=CC2=CC=CC=C12)C=C 1-iodo-1-naphthylethene